OC1=C(C(=NN1C1=NC=C(C=C1)C=1N=NN(C1)C)C)C1=CC=C(C#N)C=C1 4-(5-hydroxy-3-methyl-1-(5-(1-methyl-1H-1,2,3-triazol-4-yl)pyridin-2-yl)-1H-pyrazol-4-yl)benzonitrile